FC(C1=NN(C=C1NC(=O)C=1C=NN2C1N=C(C=C2)N2C[C@H](OCC2)C)C2CCC(CC2)C=O)F N-[3-(Difluoromethyl)-1-(4-formylcyclohexyl)pyrazol-4-yl]-5-[(2R)-2-methylmorpholin-4-yl]pyrazolo[1,5-a]pyrimidine-3-carboxamide